O=C1NC(CCC1N1C(C2=CC=CC(=C2C1)C#CCCC=1C(=NC=C(C1)C=1N=CC2=C(C=CC=C2C1)C1=CC2=C(N(C(N2C)=O)C)C(=C1)C(C)C)C(=O)N)=O)=O (4-(2-(2,6-Dioxopiperidin-3-yl)-1-oxoisoindolin-4-yl)but-3-yn-1-yl)-5-(8-(7-isopropyl-1,3-dimethyl-2-oxo-2,3-dihydro-1H-benzo[d]imidazol-5-yl)isoquinolin-3-yl)picolinamide